C(C)OP(=O)OCC 1-ethoxyphosphinyl-oxyethane